(S)-6-(5,6-dimethoxy-1H-benzo[d]imidazol-2-yl)-2-methyl-7-((2-methyl-1-(pyrimidin-2-yl)propyl)amino)-2H-pyrazolo[4,3-b]pyridin-5(4H)-one COC1=CC2=C(NC(=N2)C2=C(C=3C(NC2=O)=CN(N3)C)N[C@@H](C(C)C)C3=NC=CC=N3)C=C1OC